N1=NC=CC2=CC(=CC=C12)C1=CNC=2N=C(N=C(C21)OC)NC2CC1(C2)CCN(CC1)C(C)=O 1-(2-((5-(cinnolin-6-yl)-4-methoxy-7H-pyrrolo[2,3-d]pyrimidin-2-yl)amino)-7-azaspiro[3.5]nonan-7-yl)ethan-1-one